2-(6-(((R)-1-(3-(difluoromethyl)-2-fluorophenyl)ethyl)amino)-5-(1,3-dioxolan-2-yl)-2-methoxypyrimidin-4-yl)-2-fluoro-N-(1-methylcyclopropyl)acetamide FC(C=1C(=C(C=CC1)[C@@H](C)NC1=C(C(=NC(=N1)OC)C(C(=O)NC1(CC1)C)F)C1OCCO1)F)F